(1R,3R)-1-amino-3-methylcyclohexane-1-carboxylic acid methyl ester hydrochloride Cl.COC(=O)[C@@]1(C[C@@H](CCC1)C)N